neodecanoate bismuth salt [Bi+3].C(CCCCCC(C)(C)C)(=O)[O-].C(CCCCCC(C)(C)C)(=O)[O-].C(CCCCCC(C)(C)C)(=O)[O-]